BrC=1C=C(C=C(C1)Br)C1=CC=CC=C1 3,5-dibromo-biphenyl